N-[(2S)-2-[5-(2-chloro-3-fluoro-phenyl)-2,6-dioxo-3-[2-oxo-2-[4-(2-oxo-4,5-dihydro-1H-1,3-benzodiazepin-3-yl)-1-piperidyl]ethyl]pyrimidin-1-yl]propyl]acetamide ClC1=C(C=CC=C1F)C1=CN(C(N(C1=O)[C@H](CNC(C)=O)C)=O)CC(N1CCC(CC1)N1C(NC2=C(CC1)C=CC=C2)=O)=O